4-(aminooxy)hexanoic acid NOC(CCC(=O)O)CC